2-(2-chloro-4-((5-chloro-3-fluoropyridin-2-yl)oxy)phenyl)-4-methylpyrimidine ClC1=C(C=CC(=C1)OC1=NC=C(C=C1F)Cl)C1=NC=CC(=N1)C